N-(5-((2-(2,2-dimethylpyrrolidin-1-yl)ethyl)carbamoyl)-2-methylpyridin-3-yl)-6-(1-(oxetan-3-yl)-1H-pyrazol-5-yl)-[1,2,3]triazolo[1,5-a]pyridine-3-carboxamide CC1(N(CCC1)CCNC(=O)C=1C=C(C(=NC1)C)NC(=O)C=1N=NN2C1C=CC(=C2)C2=CC=NN2C2COC2)C